N(=C=O)C1CC(CC(C1)(C)CN=C=O)(C)C 5-isocyanato-1-(isocyanatomethyl)-1,3,3-trimethylcyclohexane